C(C)(C)(C)OC(=O)N([C@@H]1C=CC[C@H](C1)C(=O)OC)S(=O)(=O)C1=CC=C(C=C1)[N+](=O)[O-] methyl (1R,5S)-5-[tert-butoxycarbonyl-(4-nitrophenyl)sulfonyl-amino]-cyclohex-3-ene-1-carboxylate